C(#N)C1=C(C=CC=C1)[C@@H]([C@H](C)C=1N(C(C(=C(N1)C(=O)NC=1C=NOC1)O)=O)C)C1=CC(=NC=C1)C 2-((1S,2S)-1-(2-cyanophenyl)-1-(2-methylpyridin-4-yl)propan-2-yl)-5-hydroxy-N-(isoxazol-4-yl)-1-methyl-6-oxo-1,6-dihydropyrimidine-4-carboxamide